ClC1=C(C=2N=C(N=C(C2C=N1)NCC1(CCCC1)N(C)C)OC[C@]12CCCN2C[C@@H](C1)F)F 7-chloro-N-((1-(dimethylamino)cyclopentyl)methyl)-8-fluoro-2-(((2R,7aS)-2-fluorotetrahydro-1H-pyrrolizin-7a(5H)-yl)methoxy)pyrido[4,3-d]pyrimidin-4-amine